3-bromo-N-(4-(4,4-dimethylpiperidin-1-yl)phenyl)-4,6-difluoro-5-methoxy-2-(methoxymethoxy)aniline BrC=1C(=C(NC2=CC=C(C=C2)N2CCC(CC2)(C)C)C(=C(C1F)OC)F)OCOC